C(C)(C)(C)N1N=CC(=C1)NC(CC1=CC(=C(OC2=CC=NC3=CC=C(C=C23)CC2CCN(CC2)C(=O)OC(C)(C)C)C=C1F)C)=O tert-butyl 4-((4-(4-(2-((1-(tert-butyl)-1H-pyrazol-4-yl)amino)-2-oxoethyl)-5-fluoro-2-methylphenoxy)quinolin-6-yl)methyl)piperidine-1-carboxylate